Tetradecaldehyde C(CCCCCCCCCCCCC)=O